(4-(1H-1,2,4-triazol-1-yl)phenyl)(5-(3,5-dimethylisoxazol-4-yl)-2-methylaniline) N1(N=CN=C1)C1=CC=C(C=C1)NC1=C(C=CC(=C1)C=1C(=NOC1C)C)C